7-bromo-3-methoxy-8-methyl-quinoxalin-2(1H)-one BrC1=CC=C2N=C(C(NC2=C1C)=O)OC